(R)-2-(3-fluoro-2-methoxy-5-(oxazol-5-ylmethyl)phenyl)-2-((R)-3-((5-(4-methyl-5,6,7,8-tetrahydro-1,8-naphthyridin-2-yl)pentyl)oxy)pyrrolidin-1-yl)acetic acid FC=1C(=C(C=C(C1)CC1=CN=CO1)[C@H](C(=O)O)N1C[C@@H](CC1)OCCCCCC1=NC=2NCCCC2C(=C1)C)OC